O=C([C@H](C[C@H]1C(NCC1)=O)NC(=O)[C@H]1N(CC2(CC2)C1)C(C1=CC(=CC=C1)C(F)(F)F)=O)COC(F)(F)F (S)-N-((S)-3-oxo-1-((S)-2-oxopyrrolidin-3-yl)-4-(trifluoromethoxy)butan-2-yl)-5-(3-(trifluoromethyl)benzoyl)-5-azaspiro[2.4]heptane-6-carboxamide